1-propyl-2,4,6-trimethyl-pyridine C(CC)N1C(C=C(C=C1C)C)C